OCC=1C[C@H]2[C@@H](C(OC=3C=C(C=C(C23)O)C(C)(CCCC)C)(C)C)CC1 (6As,10aS)-9-(hydroxymethyl)-6,6-dimethyl-3-(2-methylhexan-2-yl)-6a,7,10,10a-tetrahydrobenzo[c]chromen-1-ol